(4-bromonaphthalen-1-yl)-4-(5-(trifluoromethyl)-1,2,4-oxadiazol-3-yl)benzamide BrC1=CC=C(C2=CC=CC=C12)C1=C(C(=O)N)C=CC(=C1)C1=NOC(=N1)C(F)(F)F